(1R,3S,5R)-2-(2-(3-acetyl-7-methyl-5-(2-methylpyrimidin-5-yl)-1H-indazol-1-yl)acetyl)-N-(2-methoxybenzyl)-5-methyl-2-azabicyclo[3.1.0]hexane-3-carboxamide C(C)(=O)C1=NN(C2=C(C=C(C=C12)C=1C=NC(=NC1)C)C)CC(=O)N1[C@@H]2C[C@@]2(C[C@H]1C(=O)NCC1=C(C=CC=C1)OC)C